2,3-dimethyl-4-nitrobromobenzene CC1=C(C=CC(=C1C)[N+](=O)[O-])Br